O-(5-norbornen-2,3-dicarboximido)-N,N,N',N'-tetramethyluronium C12C3C(C(C=C1)C2)C(N(C3=O)OC(=[N+](C)C)N(C)C)=O